9-methacryloxy-4-oxatricyclo[5.2.1.02,6]decan-3-one C(C(=C)C)(=O)OC1CC2C3COC(C3C1C2)=O